Epoxybromooctane BrC1C(CCCCCC)O1